4-[(6Ar,10aR)-1-methoxy-6,6,9-trimethyl-3-pentyl-6a,7,8,10a-tetrahydrobenzo[c]chromen-8-yl]morpholine COC1=C2[C@H]3[C@H](C(OC2=CC(=C1)CCCCC)(C)C)CC(C(=C3)C)N3CCOCC3